(3-DIMETHYLAMINO-PHENOXY)-ACETIC ACID CN(C=1C=C(OCC(=O)O)C=CC1)C